tert-butyl (S)-2-(4-chlorophenyl)-3-(4-((5R,7R)-7-hydroxy-5-methyl-6,7-dihydro-5H-cyclopenta[d]pyrimidin-4-yl)piperazin-1-yl)-3-oxopropylcarbamate ClC1=CC=C(C=C1)[C@@H](CNC(OC(C)(C)C)=O)C(=O)N1CCN(CC1)C=1C2=C(N=CN1)[C@@H](C[C@H]2C)O